CNC=1N=C(C2=C(N1)SC=C2C2=CC=CC=C2)NCC2=CC=C(C=C2)S(=O)(=O)N 4-(((2-(Methylamino)-5-phenylthieno[2,3-d]pyrimidin-4-yl)amino)methyl)-benzenesulfonamide